NC1=C(C=C(C(=C1)O)C(=O)O)C(=O)O 4-amino-6-hydroxybenzene-1,3-dicarboxylic acid